methyl 2-(chloromethyl)-3-nitrosobenzoate ClCC1=C(C(=O)OC)C=CC=C1N=O